NC1=C2C(=NC=N1)N(N=C2C2=CC=C(C=C2)OC2=CC=CC=C2)C2CCN(CC2)CCCCCCCCSC2=C1C(N(C(C1=CC=C2)=O)C2C(NC(CC2)=O)=O)=O 4-((8-(4-(4-amino-3-(4-phenoxyphenyl)-1H-pyrazolo[3,4-d]pyrimidin-1-yl)piperidin-1-yl)octyl)thio)-2-(2,6-dioxopiperidin-3-yl)isoindoline-1,3-dione